FC(C(CCF)(F)F)(F)F 1,1,1,2,2,4-hexafluorobutane